2-[3-methyl-5-[(1-methylcyclopropyl)sulfamoyl]-2-oxo-benzoimidazol-1-yl]acetic acid ethyl ester C(C)OC(CN1C(N(C2=C1C=CC(=C2)S(NC2(CC2)C)(=O)=O)C)=O)=O